C(C1=CC=CC=C1)OC(=O)N1CCN(CC1)C1CCN(CC1)CC1CCNCC1 4-(1-(piperidin-4-ylmethyl)piperidin-4-yl)piperazine-1-carboxylic acid benzyl ester